9,9-bis-vinylbenzyl-9H-fluorene C(=C)C1(C2=CC=CC=C2C=2C=CC=C(C12)CC1=CC=CC=C1)C=C